2-(4-fluorophenyl)-4-methyl-8-(piperidine-1-sulfonyl)-1H,2H,3H-pyrrolo[3,4-c]quinoline-1,3-dione FC1=CC=C(C=C1)N1C(C=2C(=NC=3C=CC(=CC3C2C1=O)S(=O)(=O)N1CCCCC1)C)=O